N(=[N+]=[N-])CC1CCC(CC1)(O)C (1R,4r)-4-(azidomethyl)-1-methylcyclohexanol